5-(2,5-dimethyl-1H-pyrrol-1-yl)-2-methylthiazole-4-carboxylic acid methyl ester COC(=O)C=1N=C(SC1N1C(=CC=C1C)C)C